[Cl-].CN(C)[S+](N(C)C)N(C)C tris(dimethylamino)sulfonium chloride